BrC1OCC(O1)C bromo-4-methyl-1,3-dioxacyclopentane